N-((3R,4S)-1-((3-(Dimethylamino)propyl)sulfonyl)-3-methylpiperidin-4-yl)-8-isopropoxy-7-(1H-pyrazol-4-yl)-[1,2,4]triazolo[1,5-c]pyrimidin-2-amine CN(CCCS(=O)(=O)N1C[C@H]([C@H](CC1)NC1=NN2C=NC(=C(C2=N1)OC(C)C)C=1C=NNC1)C)C